6-(trifluoromethyl)-1H-pyrrolo[2,3-b]pyridine-3-sulfonyl chloride FC(C1=CC=C2C(=N1)NC=C2S(=O)(=O)Cl)(F)F